C(C)(=O)N1CCN(CC1)C=1C=CC(=C(C1)N1C=CC2=C(C=CC(=C12)C)F)F N-(5-(4-acetylpiperazin-1-yl)-2-fluorophenyl)-4-fluoro-7-methyl-1H-indole